C(C)(=O)C1=C(C2=C(N=C(N=C2)NC2=CC=C(C=N2)N2CCN(CC2)CC2=C(C=CC=C2)C2C(NC(CC2)=O)=O)N(C1=O)C1CCCC1)C 3-(2-((4-(6-((6-acetyl-8-cyclopentyl-5-methyl-7-oxo-7,8-dihydropyrido[2,3-d]pyrimidin-2-yl)amino)pyridin-3-yl)piperazin-1-yl)methyl)phenyl)piperidine-2,6-dione